FC=1C=C(C=CC1F)C1=CC(=C(C=C1)O)NC(=O)C1=C(C=C(C(=C1)O)C(=O)O)C(=O)O 4-({3',4'-difluoro-4-hydroxy-[1,1'-biphenyl]-3-yl}carbamoyl)-6-hydroxybenzene-1,3-dicarboxylic acid